C1(CC1)C(O)C=1C=C2C(=NC=NC2=CC1OC)C=1C(=NN(C1)C)C1=CC=CC=C1 cyclopropyl-(7-methoxy-4-(1-methyl-3-phenyl-1H-pyrazol-4-yl)quinazolin-6-yl)methanol